7-((tert-butoxycarbonyl)(3-(2-chloroacetamido)benzyl)amino)-3-isopropylpyrazolo[1,5-a]pyrimidine C(C)(C)(C)OC(=O)N(C1=CC=NC=2N1N=CC2C(C)C)CC2=CC(=CC=C2)NC(CCl)=O